(S)-1-(6-(1-(2-(3-((4-Aminopiperidin-1-yl)sulfonyl)phenoxy)propyl)piperidin-4-yl)-1-methyl-1H-indazol-3-yl)dihydropyrimidine NC1CCN(CC1)S(=O)(=O)C=1C=C(O[C@H](CN2CCC(CC2)C2=CC=C3C(=NN(C3=C2)C)N2CNCC=C2)C)C=CC1